tert-butyl (2E)-2-[(2-methylpropan-2-sulfinyl) imino]-3H-spiro[indene-1,4'-piperidine]-1'-carboxylate CC(C)(C)S(=O)\N=C\1/CC2=CC=CC=C2C12CCN(CC2)C(=O)OC(C)(C)C